O1C=CC2=C1C(=CC=C2)P(N(C2=CC=CC=C2)P(C2=CC=C(C=C2)[Si](CCCC)(CCCC)CCCC)C2=CC=CC=1C=COC12)C1=CC=C(C=C1)[Si](CCCC)(CCCC)CCCC 1-(benzofuran-7-yl)-N-(benzofuran-7-yl(4-(tributylsilyl)phenyl)phosphaneyl)-N-phenyl-1-(4-(tributylsilyl)phenyl)phosphanamine